CCCCCC(C(CCCCCCCCCCCC)O)O nonadecane-6,7-diol